CC1C=2C(=CC=NC2C(CC1)O[Si](C(C)C)(C(C)C)C(C)C)O 5-methyl-8-{[tri(propan-2-yl)silyl]oxy}-5,6,7,8-tetrahydroquinolin-4-ol